C(C1=CC=CC=C1)(=O)O[Sn]1(OCCN(CC(O1)C)CC)OC(C1=CC=CC=C1)=O 6-ethyl-4-methyl-1,3,6,2-dioxazastannocan-2,2-diyl dibenzoat